C(COCCOCCOCCOCCOCCOCCOCCOCCOCCOCCOCCOC([O-])=O)OC([O-])=O 3,6,9,12,15,18,21,24,27,30,33-undecaoxapentatriacontane-1,35-diylbis(hydrogen carbonate)